2-(4-chloro-3-fluorophenoxy)-N-{3-[2-(2-fluorophenoxy)acetylamino]bicyclo[1.1.1]pentan-1-yl}acetamide ClC1=C(C=C(OCC(=O)NC23CC(C2)(C3)NC(COC3=C(C=CC=C3)F)=O)C=C1)F